O1C(=NC2=C1C=CC=C2)C2CCN(CC2)C2=C(C(N(C1=CC(=CC=C21)C)C)=O)C#N 4-[4-(1,3-Benzooxazol-2-yl)piperidin-1-yl]-1,7-dimethyl-2-oxo-1,2-dihydroquinoline-3-carbonitrile